BrC=1C=C(C=CC1)CC(=O)NNC(=S)NC 1-[[2-(3-bromophenyl)acetyl]amino]-3-methylthiourea